7-(4-bromo-3-chloro-benzoyl)-3-oxo-N-[rac-(1S)-1-[4-(cyanomethoxy)-2-fluoro-phenyl]ethyl]-2-[4-(2,2,2-trifluoroethoxy)phenyl]-6,8-dihydro-5H-imidazo[1,5-a]pyrazine-1-carboxamide BrC1=C(C=C(C(=O)N2CC=3N(CC2)C(N(C3C(=O)N[C@@H](C)C3=C(C=C(C=C3)OCC#N)F)C3=CC=C(C=C3)OCC(F)(F)F)=O)C=C1)Cl |r|